1-methyl-1,2,3,4-tetrahydroquinoxaline-6-carbonitrile CN1CCNC2=CC(=CC=C12)C#N